4-fluoro-4-(methoxymethyl)-1-((4-phenoxybenzoyl)glycyl)pyrrolidine-2-carboxamide FC1(CC(N(C1)C(CNC(C1=CC=C(C=C1)OC1=CC=CC=C1)=O)=O)C(=O)N)COC